CC1=CC=C(C=C1)S(=O)(=O)NC1=CC=C(C=C1)C(/C=C/C1=CC=C(C(=O)O)C=C1)=O 4-[(E)-3-[4-[(4-Methylphenyl)sulfonylamino]phenyl]-3-oxoprop-1-enyl]benzoic acid